ClC=1N=C(C=2N(C=3C=C(C=CC3C2N1)OC)CC1=CC=C(C=C1)OC)C1=CC=C(O1)CCP(OCC)(OCC)=O diethyl (2-(5-(2-chloro-7-methoxy-5-(4-methoxybenzyl)-5H-pyrimido[5,4-b]indol-4-yl)furan-2-yl)ethyl)phosphonate